1-Bromo-4-[1-(trifluoromethyl)cyclopropyl]benzene (S)-Methyl-5-((1-(4-aminobutoxy)propan-2-yl)amino)benzo[c][2,6]naphthyridine-8-carboxylate COC(=O)C=1C=CC2=C(N=C(C3=CC=NC=C23)N[C@H](COCCCCN)C)C1.BrC1=CC=C(C=C1)C1(CC1)C(F)(F)F